(3-hydroxyazetidin-1-yl)-[(4S)-7-chloro-6-(2,6-difluorophenyl)-4-methyl-8-(trifluoromethyl)-4H-[1,2,4]triazolo[1,5-a][1,4]benzodiazepine-2-Yl]methanone OC1CN(C1)C(=O)C1=NN2C([C@@H](N=C(C3=C2C=CC(=C3Cl)C(F)(F)F)C3=C(C=CC=C3F)F)C)=N1